C1(=CC=CC=C1)N(C1=CC=C(C=C1)C=1NC=C2N(C1)C(C(=N2)CC2=CC=C(C=C2)O)=O)C2=CC=CC=C2 6-(4-(diphenylamino)phenyl)-2-(4-hydroxybenzyl)imidazo[1,2-a]pyrazin-3(7H)-one